ethyl 2-bromo-2-(3-fluoro-2-methoxy-5-(2-methoxypropan-2-yl)phenyl)acetate BrC(C(=O)OCC)C1=C(C(=CC(=C1)C(C)(C)OC)F)OC